ClC1=C(C=CC(=C1)OC1=C(C=CC=C1F)F)C(=O)C1=CNC2=NC=C(C(=C21)N[C@H]2CO[C@@H](CC2)CO)OC (2-chloro-4-(2,6-difluorophenoxy)phenyl)(4-(((3R,6S)-6-(hydroxymethyl)tetrahydro-2H-pyran-3-yl)amino)-5-methoxy-1H-pyrrolo[2,3-b]pyridin-3-yl)methanone